(R)-3,3-Difluoro-2-methyl-6-{(1R,3aS,7aR,E)-7a-methyl-4-[2-(4-phenyl-1H-1,2,3-triazol-1-yl)ethylidene]octahydro-1H-inden-1-yl}heptan-2-ol FC(C(C)(O)C)(CC[C@@H](C)[C@H]1CC[C@H]2/C(/CCC[C@]12C)=C/CN1N=NC(=C1)C1=CC=CC=C1)F